CSC1=NC=C(C(=N1)O[C@H]1C(CCC1)=O)C(F)(F)F (2R)-2-[2-methylsulfanyl-5-(trifluoromethyl)pyrimidin-4-yl]oxycyclopentanone